2-(2-(3-(2,6-dichlorophenyl)-1-methyl-allylideneaminooxy-methyl)-phenyl)-2-methoxyimino-N-methyl-acetamide ClC1=C(C(=CC=C1)Cl)C=CC(C)=NOCC1=C(C=CC=C1)C(C(=O)NC)=NOC